12-hydroxydodecanol OCCCCCCCCCCCCO